5-Ethyl-3-iodo-1,7-dimethyl-1H-pyrrolo[3,2-c]pyridin-4(5H)-one C(C)N1C(C2=C(C(=C1)C)N(C=C2I)C)=O